ClCCCCCCCCC=COC=1C=C(COCOCOCC2=CC(=CC=C2)OC=CCCCCCCCCCl)C=CC1 10-chloro-3-decenyloxybenzyloxymethyl ether